3-phenyl-2-(3-{[(3RS)-pyrrolidin-3-yl]oxy}pyridin-4-yl)-1H-pyrrolo[3,2-b]pyridine C1(=CC=CC=C1)C1=C(NC=2C1=NC=CC2)C2=C(C=NC=C2)O[C@H]2CNCC2 |r|